COC1=CC=C(C=C1)CCC(=CCCOC1=CC=C(C=C1)CCC(C)=O)C 4-(4-((6-(4-methoxyphenyl)-4-methylhex-3-en-1-yl)oxy)phenyl)butan-2-one